5-Bromo-3-(imidazo[1,2-a]pyrimidin-7-ylamino)-1-methylpyridin-2(1H)-one BrC=1C=C(C(N(C1)C)=O)NC1=NC=2N(C=C1)C=CN2